O=C(C=C)C 3-oxobut-1-en